D-glucoheptose C([C@H]([C@H]([C@@H]([C@H]([C@H](C=O)O)O)O)O)O)O